tert-butyl ((2R,3S)-1-(((2R,3R,4R,5S,6S)-6-((7H-purin-6-yl)amino)-4,5-dihydroxy-2-(hydroxymethyl)tetrahydro-2H-pyran-3-yl)amino)-3-hydroxy-1-oxobutan-2-yl)carbamate N1=CN=C2N=CNC2=C1N[C@@H]1[C@H]([C@@H]([C@H]([C@@H](O1)CO)NC([C@@H]([C@H](C)O)NC(OC(C)(C)C)=O)=O)O)O